(6R,7R)-6,7-dicyclopropyl-2-((R)-3-methylmorpholino)-6,7-dihydropyrazolo[1,5-a]pyrazin-4(5H)-one C1(CC1)[C@H]1NC(C=2N([C@@H]1C1CC1)N=C(C2)N2[C@@H](COCC2)C)=O